(R)-((bromomethyl)sulfinyl)cyclobutane tert-butyl-3-bromo-5-methoxy-1H-indole-1-carboxylate C(C)(C)(C)OC(=O)N1C=C(C2=CC(=CC=C12)OC)Br.BrC[S@](=O)C1CCC1